FC1=C(C=CC=C1B1OC(C(O1)(C)C)(C)C)S(=O)(=O)CC(C)(O)C 1-((2-fluoro-3-(4,4,5,5-tetramethyl-1,3,2-dioxaborolan-2-yl)phenyl)sulfonyl)-2-methylpropan-2-ol